C(CCC)(=O)ON1C(CC(C1=O)SSC1=NC=C(C=C1)[N+](=O)[O-])=O 4-[(5-nitro-2-pyridyl) dithio]-2,5-dioxo-1-pyrrolidinyl butyrate